BrCC(=O)NN1CCCC1 2-bromo-N-(pyrrolidin-1-yl)acetamide